4-{[3-methoxy-4-(5-methyl-1,2,4-oxadiazol-3-yl)pyridin-2-yl]amino}-N-(2H3)methyl-6-[(4-methylpyridin-2-yl)amino]pyridazine-3-carboxamide COC=1C(=NC=CC1C1=NOC(=N1)C)NC1=C(N=NC(=C1)NC1=NC=CC(=C1)C)C(=O)NC([2H])([2H])[2H]